C(C)(C)(C)OC(=O)N1C(CCC1)C1=CC(=C(C=C1)C=1N=C2SC3=C(N2C1)C=CC(=C3)C(N[C@@H]3CN(CCC3)C)=O)F.Cl[Si](CCCCCCCCCCCCCCCCCC)(Cl)Cl Trichloro(octadecyl)silane tert-butyl-2-(3-fluoro-4-(7-(((S)-1-methylpiperidin-3-yl)carbamoyl)benzo[d]imidazo[2,1-b]thiazol-2-yl)phenyl)pyrrolidine-1-carboxylate